C1(=CC=CC=C1)/C=C/C(F)(F)C=1OC2=C(N1)C=C(C=C2)Cl (E)-2-(3'-phenyl-1',1'-difluoroallyl)-5-chlorobenzo[d]oxazole